methyl 2-(3-bromophenyl)-4-methyl-oxetane-2-carboxylate BrC=1C=C(C=CC1)C1(OC(C1)C)C(=O)OC